benzyl 8-azadispiro[2.1.55.13]undecane-8-carboxylate C1CC12CC1(CCN(CC1)C(=O)OCC1=CC=CC=C1)C2